C1=CC=CC=2C3=CC=CC=C3C(=CC12)C1=CC=C(C=C1)C1=NC=C(C=C1)C1=CC(=CC(=C1)C1=CC2=CC=CC=C2C=C1)C1=CC2=CC=CC=C2C=C1 2-{4-(phenanthrene-9-yl)phenyl}-5-{3,5-bis(naphthalene-2-yl)phenyl}pyridine